2-(2,6-dioxo-3-piperidyl)-5-[4-[3-[methyl-[3-[(2S)-2-methylpiperazin-1-yl]propyl]amino]propyl]piperazin-1-yl]isoindoline-1,3-dione O=C1NC(CCC1N1C(C2=CC=C(C=C2C1=O)N1CCN(CC1)CCCN(CCCN1[C@H](CNCC1)C)C)=O)=O